FC(CC)(F)C=1C=C(C=CC1)NC(=O)C=1C(=NN(C1C(=O)O)C1=CC=C(C=C1)OC)C 4-((3-(1,1-difluoropropyl)phenyl)carbamoyl)-1-(4-methoxyphenyl)-3-methyl-1H-pyrazole-5-carboxylic acid